5-{2-[4-(2-tert-Butylphenyl)piperazin-1-yl]-2-oxoethyl}imidazolidine-2,4-dione C(C)(C)(C)C1=C(C=CC=C1)N1CCN(CC1)C(CC1C(NC(N1)=O)=O)=O